C(C1=CC=CC=C1)OC1=C(C=C(C=O)C=C1)OC 4-(benzyloxy)-3-methoxybenzaldehyde